(1-(5-(6-bromo-3-cyanopyrazolo[1,5-a]pyridin-4-yl)pyridin-2-yl)-4-methylpiperidin-4-yl)carbamic acid tert-butyl ester C(C)(C)(C)OC(NC1(CCN(CC1)C1=NC=C(C=C1)C=1C=2N(C=C(C1)Br)N=CC2C#N)C)=O